bis(2-methoxyethoxy)-aluminum sodium dihydride [H-].[H-].[Na+].COCCO[Al+]OCCOC